CC(C)(C)OC(=O)N1CCN(CC1)CC 4-ethylpiperazine-1-carboxylic acid-2-methylpropan-2-yl ester